6-(chlorodifluoromethyl)-2-(((2-methyl-2H-tetrazol-5-yl)methoxy)methyl)nicotinic acid ClC(C1=NC(=C(C(=O)O)C=C1)COCC=1N=NN(N1)C)(F)F